N-(2-ethylhexyl)-2-acetyl-3,5-dihydroxypyridin-4-one C(C)C(CN1C(=C(C(C(=C1)O)=O)O)C(C)=O)CCCC